2-Chloro-7-((3aS,4R,6aR)-2,2-dimethyl-6-vinyl-4,6a-dihydro-3aH-cyclopenta[d][1,3]dioxol-4-yl)-7H-pyrrolo[2,3-d]pyrimidine ClC=1N=CC2=C(N1)N(C=C2)[C@@H]2C=C([C@H]1OC(O[C@H]12)(C)C)C=C